F[Sb-](F)(F)(F)(F)F.C(C1=CC=CC=C1)(=O)C1=CC=CC=C1 benzophenone hexafluoroantimonate